C(C)(C)(C)[Si](C)(C)OCC=1CC2=CC(=CC(=C2C1)F)OC1COC1 tert-butyl-[[4-fluoro-6-(oxetan-3-yloxy)inden-2-yl]methoxy]-dimethyl-silane